C(C)(C)(C)OC(=O)N[C@@H](C)C1=NC(=NN1C=1N=CC(=NC1)C(=O)OC)C1CC1 methyl 5-[5-[(1S)-1-(tert-butoxycarbonylamino)ethyl]-3-cyclopropyl-1,2,4-triazol-1-yl]pyrazine-2-carboxylate